BrC=1N=C(N(C1C1(COC1)NC(OC(C)(C)C)=O)C)C tert-butyl (3-(4-bromo-1,2-dimethyl-1H-imidazol-5-yl)oxetan-3-yl)carbamate